C(C)C=1C=CC(=C(C1)C1=C(NC=2C1=NC=CC2)C2=C(C=NC=C2)OCCN(S(=O)(=O)C=C)C)F N-[2-({4-[3-(5-ethyl-2-fluorophenyl)-1H-pyrrolo[3,2-b]pyridin-2-yl]pyridin-3-yl}oxy)ethyl]-N-methylethenesulfonamide